C(C)(C)(C)OC(=O)N1[C@H](CN(CC1)C1=CC=CC(=N1)OCC1=C(C=C(C=C1)C)C(=O)O)C (S)-4-(((6-(4-(tert-butoxycarbonyl)-3-methylpiperazin-1-yl)pyridin-2-yl)oxy)methyl)-3-Toluic acid